FC1=C(C=C2C(=NN(C2=C1)C1OCCCC1)C#C[Si](C(C)C)(C(C)C)C(C)C)C1=C(N(N=C1)C)O[C@H](CNC(OC(C)(C)C)=O)C tert-butyl N-[(2S)-2-[4-[6-fluoro-1-tetrahydropyran-2-yl-3-(2-triisopropylsilylethynyl)indazol-5-yl]-2-methyl-pyrazol-3-yl]oxypropyl]carbamate